N-(4-{[6-(5-Chloro-2-Fluorophenyl)-3-Methylpyridazin-4-yl]Amino}Pyridin-2-yl)-2-{6-Methyl-2,6-Diazaspiro[3.3]Heptan-2-yl}Acetamid ClC=1C=CC(=C(C1)C1=CC(=C(N=N1)C)NC1=CC(=NC=C1)NC(CN1CC2(C1)CN(C2)C)=O)F